C(#N)C=1C(=NC(=C(C1C)C#N)C)C 3,5-dicyano-2,4,6-trimethylpyridine